tetraethylazepane C(C)C1C(N(CCCC1)CC)(CC)CC